isooctyl-trimethyltin thioglycolate C(CS)(=O)O.C(CCCCC(C)C)[Sn](C)(C)C